C([C@@H](O)C1=CC=CC=C1)(=O)OCC ethyl (S)-mandelate